(Z)-N-(2,6-dimethylphenyl)-2-hydroxyimino-3-methyl-butanamide CC1=C(C(=CC=C1)C)NC(\C(\C(C)C)=N/O)=O